2-(1-amino-2,2,2-trifluoroethyl)-5-fluoro-3-methyl-1-benzofuran-7-carbonitrile NC(C(F)(F)F)C=1OC2=C(C1C)C=C(C=C2C#N)F